(2E)-6-bromo-1,1-dibutoxy-2-hexene BrCCC/C=C/C(OCCCC)OCCCC